N1=CC=C(C=C1)C(=O)N1CC2=C(CC1)SC(=C2)C2=NOC(=N2)C(F)(F)F pyridin-4-yl(2-(5-(trifluoromethyl)-1,2,4-oxadiazol-3-yl)-6,7-dihydrothieno[3,2-c]pyridin-5(4H)-yl)methanone